N-(3-pyridyl)-1,3,4-thiadiazole N1=CC(=CC=C1)N1CSC=N1